2-(3-(2-azidoethoxy)-2-methoxypropoxy)acetic acid N(=[N+]=[N-])CCOCC(COCC(=O)O)OC